4-[[3-[4-[2-[4-[[1-[3-(ethylamino)-5-(3-ethylphenyl)pyridine-2-carbonyl]-4-piperidyl]methyl]piperazin-1-yl]acetyl]piperazine-1-carbonyl]-4-fluoro-phenyl]methyl]-2H-phthalazin-1-one C(C)NC=1C(=NC=C(C1)C1=CC(=CC=C1)CC)C(=O)N1CCC(CC1)CN1CCN(CC1)CC(=O)N1CCN(CC1)C(=O)C=1C=C(C=CC1F)CC1=NNC(C2=CC=CC=C12)=O